3-fluoro-4-[[4-methyl-5-(5-methylthiazol-2-yl)oxy-3-pyridinyl]methyl]-N-(methylsulfamoyl)pyridin-2-amine FC=1C(=NC=CC1CC=1C=NC=C(C1C)OC=1SC(=CN1)C)NS(NC)(=O)=O